3-{4-(Cyclopropylmethyl)amino-2-[4-(4-methylpiperazin-1-yl)phenylamino]pyrimidin-5-yl}acrylonitrile C1(CC1)CNC1=NC(=NC=C1C=CC#N)NC1=CC=C(C=C1)N1CCN(CC1)C